ClC1=C(C=CC=C1Cl)C=1N=C(NC1C)C=1SC=CC1 4-(2,3-Dichlorophenyl)-5-methyl-2-(2-thienyl)imidazole